2-(5-bromopyridin-2-yl)-1,3-benzothiazole BrC=1C=CC(=NC1)C=1SC2=C(N1)C=CC=C2